6-acetyl-2-[[5-[1-[[4-[[tert-butyl(dimethyl)silyl]oxymethyl]-cyclohexyl]methyl]-4-piperidyl]-2-pyridyl]amino]-8-cyclopentyl-5-methyl-pyrido[2,3-d]pyrimidin-7-one C(C)(=O)C1=C(C2=C(N=C(N=C2)NC2=NC=C(C=C2)C2CCN(CC2)CC2CCC(CC2)CO[Si](C)(C)C(C)(C)C)N(C1=O)C1CCCC1)C